3-(2-(Dimethylamino)ethyl)-1H-indol-4-yl oxetane-3-carboxylate O1CC(C1)C(=O)OC1=C2C(=CNC2=CC=C1)CCN(C)C